N-(3-chloro-4-(4,4,5,5-tetramethyl-1,3,2-dioxaborolan-2-yl)phenyl)-2-cyclopropylacrylamide ClC=1C=C(C=CC1B1OC(C(O1)(C)C)(C)C)NC(C(=C)C1CC1)=O